C(C)(C)(C)C1=C(C=C(C=C1)NC1=CC=C(CN(C(CN2CCOCC2)=O)O)C=C1)F N-(4-((4-(tert-butyl)-3-fluorophenyl)amino)benzyl)-N-hydroxy-2-morpholinoacetamide